FC1=C(C=CC(=C1)OC1=C(C=C(C(=C1)F)F)F)NC(OCC=1C(=C2C(N(CC2=CC1)C1C(NC(CC1)=O)=O)=O)OC)=O [2-(2,6-dioxopiperidin-3-yl)-4-methoxy-3-oxo-2,3-dihydro-1H-isoindol-5-yl]methyl N-[2-fluoro-4-(2,4,5-trifluorophenoxy) phenyl]carbamate